1-benzyl-4-(2,2,2-trifluoroethyl)imidazolidin-2-one C(C1=CC=CC=C1)N1C(NC(C1)CC(F)(F)F)=O